C(C)OC(CCCCCC(C(=O)O)(C)C)CCCCCC(C(=O)O)(C)C 8-ethoxy-2,2,14,14-tetramethylpentadecanedioic acid